COC(C1=CC(=NC=C1)C1=CSC=C1)=O 2-(thiophen-3-yl)isonicotinic acid methyl ester